N-(5-((4-(2-(1-(2-chloroethyl)-7-fluoro-1H-indazol-5-yl)prop-2-yl)phenyl)ethynyl)pyrimidine-2-yl)-N-(2-hydroxyethyl)methanesulfonamide ClCCN1N=CC2=CC(=CC(=C12)F)C(C)(C)C1=CC=C(C=C1)C#CC=1C=NC(=NC1)N(S(=O)(=O)C)CCO